C(#N)\N=C(\NC[C@H](CC1=CC=CC=C1)N(C)C)/NC(CC=1SC=CC1)C (Z)-2-cyano-1-((S)-2-(dimethylamino)-3-phenylpropyl)-3-(1-(thien-2-yl)propan-2-yl)guanidine